FC1(CNC2C1N(N(C2)C)CCC(C(=O)OC(C)(C)C)(C)C)F tert-butyl 4-(6,6-difluoro-2-methylhexahydropyrrolo[3,2-c]pyrazol-1(2H)-yl)-2,2-dimethylbutyrate